FC(OC1=C(CC=2C=C(C=CC2)[C@H](CC(=O)[O-])NC(=O)NC=2C(N(C=CC2[O-])C)=O)C=CC=C1)F.[Na+].[Na+] Natrium (S)-3-(3-(2-(Difluoromethoxy)benzyl)phenyl)-3-(3-(1-Methyl-4-oxido-2-oxo-1,2-dihydropyridin-3-yl)ureido)propanoat